(R)-N-(3-(1-((2-amino-5-(1-methyl-1H-pyrazol-4-yl)pyridin-3-yl)oxy)ethyl)phenyl)benzo[b]-thiophene-6-carboxamide NC1=NC=C(C=C1O[C@H](C)C=1C=C(C=CC1)NC(=O)C=1C=CC2=C(SC=C2)C1)C=1C=NN(C1)C